(4-((4-(3-(trifluoromethyl)azetidin-1-yl)phenyl)amino)benzyl)carbamic acid tert-butyl ester C(C)(C)(C)OC(NCC1=CC=C(C=C1)NC1=CC=C(C=C1)N1CC(C1)C(F)(F)F)=O